4-(4-(trifluoromethyl)benzyl)piperidine FC(C1=CC=C(CC2CCNCC2)C=C1)(F)F